1,2-Dihydro-(3H)-pyrrolo[3,2-e]indole-7-carboxylate C1CNC=2C1=C1C=C(NC1=CC2)C(=O)[O-]